3-(1-(2-azabicyclo[2.1.1]hexan-5-yl)-6-fluoro-7-(3-hydroxynaphthalen-1-yl)-4-(((S)-1-methylpyrrolidin-2-yl)methoxy)-2-propyl-1H-pyrrolo[3,2-c]quinolin-8-yl)propanenitrile C12NCC(C1N1C(=CC=3C(=NC=4C(=C(C(=CC4C31)CCC#N)C3=CC(=CC1=CC=CC=C31)O)F)OC[C@H]3N(CCC3)C)CCC)C2